5-aminobenzo[d][1,2,3]triazin-4(3H)-one NC1=CC=CC=2N=NNC(C21)=O